(S)-N-(3-cyano-1-(3-methoxyphenyl)propyl)-5-(4-(trifluoromethyl)phenyl)-3,4-dihydroisoquinoline-2(1H)-carboxamide C(#N)CC[C@@H](C1=CC(=CC=C1)OC)NC(=O)N1CC2=CC=CC(=C2CC1)C1=CC=C(C=C1)C(F)(F)F